C(C(C(C(C(CO)O)O)O)O)O hexitol